N-(4-bromo-phenyl)-terephthalamic acid BrC1=CC=C(C=C1)NC(C1=CC=C(C(=O)O)C=C1)=O